C(C)([O-])=S.[K+].C(C)(=O)SC1CC(CCC1)C(=O)OCC Ethyl 3-(acetylthio)cyclohexane-1-carboxylate Potassium ethanethioate